FC(CNC=1N=CC2=C(N1)NC=C2C2=CC=1N(C=C2)N=CC1C(=O)NC1CCOCC1)(C)C 5-(2-((2-fluoro-2-methylpropyl)amino)-7H-pyrrolo[2,3-d]pyrimidin-5-yl)-N-(tetrahydro-2H-pyran-4-yl)pyrazolo[1,5-a]pyridine-3-carboxamide